C(C)(C)(C)OC(=O)N(CCO[Si](C)(C)C(C)(C)C)CC=1C=CC(=NC1)C(=O)OC Methyl 5-(((tert-butoxycarbonyl)(2-((tert-butyldimethylsilyl)oxy)ethyl)amino)methyl)picolinate